CC[C@H]1CC[C@H]2[C@@H]3CCC4CCCC[C@]4(C)[C@H]3CC[C@]12C pregnan